1-(2-((4-fluorophenyl)amino)-5-methylpyrimidin-4-yl)-N-(1-(3-chlorophenyl)-2-hydroxyethyl)-1H-imidazole-4-carboxamide FC1=CC=C(C=C1)NC1=NC=C(C(=N1)N1C=NC(=C1)C(=O)NC(CO)C1=CC(=CC=C1)Cl)C